C(C)(=O)N(N(C(=O)C1=CC=2C3=C(C(=NC2C=C1)N)C=NN3C)CC3=C(C=C(C=C3)C#CC3(CC3)C(F)F)F)C N'-acetyl-4-amino-N-(4-((1-(difluoromethyl)cyclopropyl)ethynyl)-2-fluorobenzyl)-N',1-dimethyl-1H-pyrazolo[4,3-c]quinoline-8-carbohydrazide